Tert-butyl [(3R,6S)-6-(cyanomethyl)tetrahydro-2H-pyran-3-yl]carbamate C(#N)C[C@@H]1CC[C@H](CO1)NC(OC(C)(C)C)=O